5-{[(1R,8S,9S)-bicyclo[6.1.0]non-4-yn-9-yl] methoxy}-4,6-dibromo-1H-indol-3-yl β-D-glucopyranoside O([C@H]1[C@H](O)[C@@H](O)[C@H](O)[C@H](O1)CO)C1=CNC2=CC(=C(C(=C12)Br)OCC1[C@H]2CCC#CCC[C@@H]12)Br